4-((4-(2-(tert-Butyl)thiazol-5-yl)pyridin-2-yl)((4-(4-methoxy-3-methylphenyl)bicyclo[2.2.2]octan-1-yl)methyl)carbamoyl)cyclohexyl trans-3-hydroxyazetidine-1-carboxylate OC1CN(C1)C(=O)OC1CCC(CC1)C(N(CC12CCC(CC1)(CC2)C2=CC(=C(C=C2)OC)C)C2=NC=CC(=C2)C2=CN=C(S2)C(C)(C)C)=O